C1(C=CC2=CC=CC=C12)[Zr](C)C indenyl-dimethyl-zirconium